1-(6-fluoropyridin-3-yl)-7-methyl-3-{pyrazolo[1,5-a]pyridin-4-yl}-1H-indazole FC1=CC=C(C=N1)N1N=C(C2=CC=CC(=C12)C)C=1C=2N(C=CC1)N=CC2